ethyl-3-hydroxy-3-methylbutanamide C(C)C(C(=O)N)C(C)(C)O